ON\C(=N/[H])\C=1C=C(C(=O)OC)C=CC1 methyl (Z)-3-(N-hydroxycarbamimidoyl)benzoate